CC1(C(C(CCC1)C)OCC(CC)O)C 1-((2,2,6-trimethylcyclohexyl)oxy)butan-2-ol